NC1=NN(C2=CC(=CC(=C12)C1=CC=C(C=C1)NC(C1=CN=CC(=C1O)C1=CC=C(C=C1)F)=O)C1CCN(CC1)C(C(C)C)=O)C N-(4-(3-amino-6-(1-isobutyrylpiperidin-4-yl)-1-methyl-1H-indazol-4-yl)phenyl)-5-(4-fluorophenyl)-4-hydroxynicotinamide